1H-pyrrolo[2,3-b]pyridin-2-carboxylic acid ethyl ester C(C)OC(=O)C1=CC=2C(=NC=CC2)N1